[4-(3-Amino-4-methoxy-phenyl)-6-fluoro-3-pyridyl]methanol NC=1C=C(C=CC1OC)C1=C(C=NC(=C1)F)CO